2,3-bis(2,4-dimethoxyphenyl)maleonitrile COC1=C(C=CC(=C1)OC)/C(/C#N)=C(/C#N)\C1=C(C=C(C=C1)OC)OC